CC1(OB(OC1(C)C)C1=C(C=CC(=C1)S(=O)(=O)C(F)(F)F)C)C 4,4,5,5-tetramethyl-2-[2-methyl-5-(trifluoromethylsulfonyl)phenyl]-1,3,2-dioxaborolane